2-((1R,2R)-4-hydroxy-2,4-dimethylcyclohexyl)-N-(imidazo[1,2-b]pyridazin-3-yl)-6-methoxy-2H-indazole-5-carboxamide OC1(C[C@H]([C@@H](CC1)N1N=C2C=C(C(=CC2=C1)C(=O)NC1=CN=C2N1N=CC=C2)OC)C)C